NC(N)=NC1=CC=C(C(=O)OC2=CC3=CC=C(C=C3C=C2)C(N)=N)C=C1 6-carbamimidoylnaphthalen-2-yl 4-(diaminomethyleneamino)benzoate